[Si](C)(C)(C(C)(C)C)OCCN1N=CC(=C1)[N+](=O)[O-] 1-(2-((tert-butyldimethylsilyl)oxy)ethyl)-4-nitro-1H-pyrazole